CON(C(=O)C1=NC(=CN=C1)C)C N-methoxy-N,6-dimethylpyrazine-2-carboxamide